(E)-N-(2-methoxy-5-(4-(4-(4-oxopent-2-enoyl)piperazin-1-yl)quinazolin-6-yl)pyridin-3-yl)cyclohexanesulfonamide COC1=NC=C(C=C1NS(=O)(=O)C1CCCCC1)C=1C=C2C(=NC=NC2=CC1)N1CCN(CC1)C(\C=C\C(C)=O)=O